C1CCC12CNCCC2N2C(N(C1=NC(=NC=C1C2)NC2=CC=C(C=C2)N2CCN(CC2)C)C)=O 3-(6-azaspiro[3.5]nonan-9-yl)-1-methyl-7-[4-(4-methylpiperazin-1-yl)anilino]-4H-pyrimido[4,5-d]pyrimidin-2-one